1-nitro-3-(3,3,3-trifluoroprop-1-en-2-yl)benzene [N+](=O)([O-])C1=CC(=CC=C1)C(=C)C(F)(F)F